CC=1C=C(CC2(CCC2)C#N)C=CC1 1-(3-methylbenzyl)cyclobutane-1-carbonitrile